N-(9-((2R,5S,6R)-5-hydroxy-6-(hydroxymethyl)tetrahydro-2H-pyran-2-yl)-9H-purin-6-yl)benzamide O[C@H]1CC[C@@H](O[C@@H]1CO)N1C2=NC=NC(=C2N=C1)NC(C1=CC=CC=C1)=O